7-(tert-butyldimethylsilyloxy)-4-chloro-6,7-dihydro-5H-cyclopenta[b]pyridine-3-carbonitrile [Si](C)(C)(C(C)(C)C)OC1CCC=2C1=NC=C(C2Cl)C#N